C(C)(C)(C)C1=CC=C(C=C1)C1CC2(CN(C2)C(=O)C2CC(C2)(C)O)C1 (6-(4-(tert-butyl)phenyl)-2-azaspiro[3.3]hept-2-yl)((1s,3s)-3-hydroxy-3-methylcyclobutyl)methanone